FC(COC1=C(C=CC=C1)C=1C=2N(C=C(C1)C(F)(F)F)C=C(N2)C(C)O)(F)F 1-(8-(2-(2,2,2-trifluoroethoxy)phenyl)-6-(trifluoromethyl)imidazo[1,2-a]pyridin-2-yl)ethan-1-ol